COC1=C(C=CC(=C1)C=CCO)[O-] 2-methoxy-4-(3-hydroxyprop-1-enyl)phenolate